C(C1=CC=CC=C1)SC1=C(C=CC(=C1)C(C)(C)OC)OC 2-benzylsulfanyl-1-methoxy-4-(1-methoxy-1-methyl-ethyl)benzene